C(=O)(OC(C)(C)C)NC1=CC(=CC=C1)N N-Boc-1,3-diaminobenzene